BrC=1SC(=C(N1)C1CC1)C(=O)O 2-bromo-4-cyclopropyl-1,3-thiazole-5-carboxylic acid